11-(octylamino)-11-oxoundecanoate C(CCCCCCC)NC(CCCCCCCCCC(=O)[O-])=O